Azacyclooctyne C1CCC#CNCC1